2-((1-methyl-1H-pyrazolo[3,4-d]pyrimidin-4-yl)amino)-4-((2-(methylsulfonyl)ethyl)(4-(5,6,7,8-tetrahydro-1,8-naphthyridin-2-yl)butyl)amino)butanoic acid CN1N=CC=2C1=NC=NC2NC(C(=O)O)CCN(CCCCC2=NC=1NCCCC1C=C2)CCS(=O)(=O)C